C(C)(C)(C)OCCCCC 1-(tert-butoxy)pentane